methyl 5-cyano-4-(5-((3,4-difluorobenzyl)carbamoyl)thiophen-2-yl)-2-hydroxy-6-isobutylnicotinate C(#N)C=1C(=NC(=C(C(=O)OC)C1C=1SC(=CC1)C(NCC1=CC(=C(C=C1)F)F)=O)O)CC(C)C